FC=1C=CC(=NC1)C=1C(=C2N(N1)CC(C2)(C)C)C2=C1C(=NC(=C2)C)NN=C1 4-[2-(5-fluoro-2-pyridinyl)-5,5-dimethyl-4,6-dihydropyrrolo[1,2-b]pyrazol-3-yl]-6-methyl-1H-pyrazolo[3,4-b]pyridine